Cl.OC1(CCNCC1)C1=CC=C(C=C1)C(=O)N1CC2C(C1)CC(C2)OC2=CC=C(C=C2)C(F)(F)F (4-(4-hydroxypiperidin-4-yl)phenyl)(5-(4-(trifluoromethyl)phenoxy)hexahydrocyclopenta[c]pyrrol-2(1H)-yl)methanone hydrochloride